6-(2-(2-((4-methoxybenzylidene)hydrazineylidene)-4-oxothiazolidin-5-yl)acetamido)-3,3-dimethyl-7-oxo-4-thia-1-azabicyclo[3.2.0]heptane-2-carboxylic acid COC1=CC=C(C=NN=C2SC(C(N2)=O)CC(=O)NC2C3SC(C(N3C2=O)C(=O)O)(C)C)C=C1